5-(((trans-3-(3-cyclopropyl-4-(3-(trifluoromethoxy)pyridin-2-yl)-1H-pyrazol-1-yl)cyclobutyl)methyl)amino)-2-(2,6-dioxopiperidin-3-yl)isoindoline-1,3-dione C1(CC1)C1=NN(C=C1C1=NC=CC=C1OC(F)(F)F)[C@@H]1C[C@H](C1)CNC=1C=C2C(N(C(C2=CC1)=O)C1C(NC(CC1)=O)=O)=O